BrC=1C(=C(C2=C(OC3(CCC(CC3)CO)O2)C1)C)C(=O)OC methyl 6-bromo-4'-(hydroxymethyl)-4-methylspiro[benzo[d][1,3]dioxole-2,1'-cyclohexane]-5-carboxylate